4,5-diaminomethylquinoline NCC1=CC=NC2=CC=CC(=C12)CN